(S)-N-(4-(2-(4-chlorophenyl)but-3-yn-2-yl)thiazol-2-yl)-2,6-difluoro-4-(4-(2-hydroxyethyl)piperazin-1-yl)benzamide ClC1=CC=C(C=C1)[C@](C)(C#C)C=1N=C(SC1)NC(C1=C(C=C(C=C1F)N1CCN(CC1)CCO)F)=O